CC1=C(C=NC(=C1)C(F)(F)F)S(=O)(=O)N1CC2(C1)CN(CC2)C2CCOCC2 2-((4-Methyl-6-(trifluoromethyl)pyridin-3-yl)sulfonyl)-6-(tetrahydro-2H-pyran-4-yl)-2,6-diazaspiro[3.4]octane